6-(3-(piperidin-1-yl)propoxy)pyridine N1(CCCCC1)CCCOC1=CC=CC=N1